N[C@@H](C(=O)OC)CNC(C1=CC(=CC=C1)C1=C(C=NN1CC)C)=O (R)-methyl 2-amino-3-(3-(1-ethyl-4-methyl-1H-pyrazol-5-yl)benzamido)propanoate